4-methyl-N-[2-[[4-(3-methylaminopropoxy)phenoxy]methyl]phenyl]thieno[3,2-b]pyrrole-5-carboxamide hydrochloride Cl.CN1C2=C(C=C1C(=O)NC1=C(C=CC=C1)COC1=CC=C(C=C1)OCCCNC)SC=C2